dioctadecylmethylammonium tetrakis{4-(trifluoromethyl)phenyl}borate tert-butyl-(3R,4R)-4-amino-3-methyl-piperidine-1-carboxylate C(C)(C)(C)OC(=O)N1C[C@H]([C@@H](CC1)N)C.FC(C1=CC=C(C=C1)[B-](C1=CC=C(C=C1)C(F)(F)F)(C1=CC=C(C=C1)C(F)(F)F)C1=CC=C(C=C1)C(F)(F)F)(F)F.C(CCCCCCCCCCCCCCCCC)[NH+](C)CCCCCCCCCCCCCCCCCC